4-amino-4-carboxy-1,1-dioxo-tetrahydrothiopyran NC1(CCS(CC1)(=O)=O)C(=O)O